C(#N)[C@H](C[C@@H]1C(NCC1)=O)NC(=O)[C@H]1N([C@@H]2CC([C@H]1CC2)(F)F)C(=O)C=2NC1=CC(=CC(=C1C2)C(F)F)F (1S,3S,4S)-N-((S)-1-cyano-2-((R)-2-oxopyrrolidin-3-yl)ethyl)-2-(4-(difluoromethyl)-6-fluoro-1H-indole-2-carbonyl)-5,5-difluoro-2-azabicyclo[2.2.2]octane-3-carboxamide